C1(CCCCC=CCCCCCCCCCO1)=O 17-oxacycloheptadec-6-en-1-one